2-bromo-N-(2-(4'-cyano-[1,1'-biphenyl]-4-carbonyl)phenyl)-N-methylacetamide BrCC(=O)N(C)C1=C(C=CC=C1)C(=O)C1=CC=C(C=C1)C1=CC=C(C=C1)C#N